The molecule is an acyl-CoA that results from the formal condensation of the thiol group of coenzyme A with the carboxy group of oscr#7. It derives from an oscr#7. It is a conjugate acid of an oscr#7-CoA(4-). C[C@H]1[C@@H](C[C@H]([C@@H](O1)OCCCC/C=C/C(=O)SCCNC(=O)CCNC(=O)[C@@H](C(C)(C)COP(=O)(O)OP(=O)(O)OC[C@@H]2[C@H]([C@H]([C@@H](O2)N3C=NC4=C(N=CN=C43)N)O)OP(=O)(O)O)O)O)O